S(=O)(=O)(O)O.C1C(C)O1 Propylene ether sulfate